FC(C=1OC(=CC1C(=O)NC1=NC(=NS1)CC(C)N1CCOCC1)C1=CC(=CC=C1)OC(F)(F)F)(F)F 2-(trifluoromethyl)-5-(3-(trifluoromethoxy)phenyl)-N-(3-(2-morpholinopropyl)-1,2,4-thiadiazole-5-yl)furan-3-carboxamide